FC1=CC=C(C=C1)[C@@H](CC=O)C[N+](=O)[O-] (R)-3-(4-fluorophenyl)-4-nitrobutanal